NCCCN(C1CCN(CC1)C1=CC=CC=2N(C(N(C21)C)=O)C2C(NC(CC2)=O)=O)C 3-[4-[4-[3-Aminopropyl(methyl)amino]-1-piperidyl]-3-methyl-2-oxo-benzimidazol-1-yl]piperidine-2,6-dione